FC1=C(C=CC(=C1)F)[C@@H]1N(OCC1)C1=CC(=NC=N1)NC=1C(=CC(=C(C1)NC(C=C)=O)N1CCC(CC1)N1CCN(CC1)C1CCOCC1)OC N-(5-((6-((R)-3-(2,4-difluorophenyl)isoxazolidine-2-yl)pyrimidine-4-yl)amino)-4-methoxy-2-(4-(4-(tetrahydro-2H-pyran-4-yl)piperazine-1-yl)piperidine-1-yl)phenyl)acrylamide